ClC1=NC=2N(C(=C1)N(C(OC(C)(C)C)=O)C1=CC(=CC=C1)Cl)N=CC2C2CC2 Tert-Butyl (5-chloro-3-cyclopropylpyrazolo[1,5-a]pyrimidin-7-yl)(3-chlorophenyl)carbamate